(Z)-N-(4-((2-Chloropyridin-4-yl)diazenyl)-3-methoxyphenyl)picolinamide ClC1=NC=CC(=C1)\N=N/C1=C(C=C(C=C1)NC(C1=NC=CC=C1)=O)OC